C(C)OC(C(C=CC(C)(C)C)NC(=O)C=1C(=NC(=NC1)N(C)C)C)=O ethyl-2-[2-(dimethylamino)-4-methyl-5-pyrimidinylcarbonylamino]-5,5-dimethyl-3-hexenoate